BrC1=CC(=NC=C1F)O 4-Bromo-5-fluoropyridin-2-ol